N-(5-Bromo-4-(2-(dimethylamino)ethoxy)pyridin-2-yl)-2'-cyclopropyl-4'-(5-methyl-1,2,4-oxadiazol-3-yl)-[1,1'-biphenyl]-4-carboxamid BrC=1C(=CC(=NC1)NC(=O)C1=CC=C(C=C1)C1=C(C=C(C=C1)C1=NOC(=N1)C)C1CC1)OCCN(C)C